C(C)OC=1C=C(C=CC1OC)[C@@H](CS(=O)(=O)C)N1C(C2=CC=CC(=C2C1=O)NC(CCCCCCNC(OCC1=CC=CC=C1)=O)=O)=O (S)-benzyl (7-((2-(1-(3-ethoxy-4-methoxyphenyl)-2-(methylsulfonyl)ethyl)-1,3-dioxoisoindolin-4-yl)amino)-7-oxoheptyl)carbamate